2,6-difluoro-4-(piperidine-4-ylidenemethyl)benzamide FC1=C(C(=O)N)C(=CC(=C1)C=C1CCNCC1)F